tert-Butyl (R)-3,3-difluoro-4-((5-(8-fluoroquinolin-6-yl)-4-methoxypyrrolo[2,1-f][1,2,4]triazin-2-yl)amino)piperidine-1-carboxylate FC1(CN(CC[C@H]1NC1=NN2C(C(=N1)OC)=C(C=C2)C=2C=C1C=CC=NC1=C(C2)F)C(=O)OC(C)(C)C)F